C(CCCCCCCCCCCCC)C(O)(C[N+](C)(C)C)CC([O-])=O myristyl-carnitine